imidazo[4,5-b]pyridine-3-carboxamide N1=CN(C2=NC=CC=C21)C(=O)N